3-iodo-benzofuran IC1=COC2=C1C=CC=C2